C1(CC1)CN(C1=CC=C(C=N1)C(=O)O)C1=CC(=CC(=C1)C(C)(C)C)C(C)(C)C 6-[(cyclopropylmethyl)(3,5-di-tert-butylphenyl)amino]pyridine-3-carboxylic Acid